CC=1C=CC=2C(N1)=C(SC2)C(=O)OC methyl 2-methylthieno[3,4-b]pyridine-7-carboxylate